2-chloro-N-(4-(2-(((1r,4r)-4-(dimethylamino)cyclohexyl)amino)-8-ethylquinazolin-6-yl)-2-fluorophenyl)benzene-sulfonamide ClC1=C(C=CC=C1)S(=O)(=O)NC1=C(C=C(C=C1)C=1C=C2C=NC(=NC2=C(C1)CC)NC1CCC(CC1)N(C)C)F